iminopropyl-triethoxysilane N=CCC[Si](OCC)(OCC)OCC